CN1CCN(CC1)C(=O)C1=CC=C(C=N1)NCC#CC=1N(C2=CC=CC(=C2C1)NC1CCS(CC1)(=O)=O)CC(F)(F)F 4-{[2-(3-{[6-(4-methyl-piperazine-1-carbonyl)pyridin-3-yl]amino}prop-1-yn-1-yl)-1-(2,2,2-trifluoroethyl)-1H-indol-4-yl]amino}-1λ6-thiane-1,1-dione